((hydroxy)benzylamino)(1,1'-biphenyl) ON(CC1=CC=CC=C1)C1=C(C=CC=C1)C1=CC=CC=C1